Ethyl (S,E)-3-(3-fluoro-4-methoxy phenyl)-3-(1-oxo-7-(5-oxohex-1-en-1-yl)-3,4-dihydropyrrolo[1,2-a]pyrazin-2(1H)-yl)propanoate FC=1C=C(C=CC1OC)[C@H](CC(=O)OCC)N1C(C=2N(CC1)C=C(C2)\C=C\CCC(C)=O)=O